ClC=1N=C(SC1CC1=CC(=CC=C1)F)NC(=O)C1=NN(C(C=C1)=O)C N-(4-chloro-5-(3-fluorobenzyl)thiazol-2-yl)-1-methyl-6-oxo-1,6-dihydropyridazine-3-carboxamide